4-(5-acetamido-3-chloro-2-methylphenyl)butyric acid C(C)(=O)NC=1C=C(C(=C(C1)CCCC(=O)O)C)Cl